1-(5-Isobutyl-4-(4-(Trifluoromethyl)Phenyl)Thiazol-2-yl)-3-Methyl-1H-Pyrazole-5-Carboxylic Acid C(C(C)C)C1=C(N=C(S1)N1N=C(C=C1C(=O)O)C)C1=CC=C(C=C1)C(F)(F)F